2-[4-[3-[3-[6-[8-(1,3-benzothiazol-2-ylcarbamoyl)-3,4-dihydro-1H-isoquinolin-2-yl]-2-tert-butoxycarbonyl-3-pyridyl]-2-methyl-phenoxy]propyl]-1-piperidyl]acetic acid S1C(=NC2=C1C=CC=C2)NC(=O)C=2C=CC=C1CCN(CC21)C2=CC=C(C(=N2)C(=O)OC(C)(C)C)C=2C(=C(OCCCC1CCN(CC1)CC(=O)O)C=CC2)C